FC1=C(C=C(C=C1)F)C(CC#CC#CC=1C2=C(N=C(N1)OC[C@@H]1N(CCC1)C)NC=C2)(O)C=2C(N(C=CC2)C)=O 3-(1-(2,5-Difluorophenyl)-1-hydroxy-6-(2-(((R)-1-methylpyrrolidin-2-yl)methoxy)-7H-pyrrolo[2,3-d]pyrimidin-4-yl)hex-3,5-diyn-1-yl)-1-methylpyridin-2(1H)-one